CC(C)C(C=CC)=O 2-methyl-4-hexen-3-one